(S)-3-(isoquinolin-4-yl)-2-oxo-1-(6-(trifluoromethyl)pyridin-3-yl)imidazoline-4-carbonitrile C1=NC=C(C2=CC=CC=C12)N1C(N(C[C@H]1C#N)C=1C=NC(=CC1)C(F)(F)F)=O